S1C(=CC=C1)C1=NC2=C(N1)C=C(C=C2)C(=O)O 2-(2-thienyl)-1H-benzimidazole-6-carboxylic acid